3-methylsulfonylpiperidine CS(=O)(=O)C1CNCCC1